C12(CC(C1)C2)NC(=O)C=2C(N(C1=NC=C(C=C1C2OC(C)C)C2=CC=C(C=C2)OC)CCN2CCOCC2)=O N-(bicyclo[1.1.1]pentan-1-yl)-4-isopropoxy-6-(4-methoxyphenyl)-1-(2-morpholinoethyl)-2-oxo-1,2-dihydro-1,8-naphthyridine-3-carboxamide